1-bromo-3-((trans)-4-(4-methylpiperazin-1-yl)cyclohexyl)imidazo[1,5-a]Pyrazine-8-amine BrC=1N=C(N2C1C(=NC=C2)N)[C@@H]2CC[C@H](CC2)N2CCN(CC2)C